NC(C[C@@H](C)NC(=O)C=1C=NC2=C(C=CC=C2C1)C1=CCC(CC1)(C)C)=O (R)-N-(4-amino-4-oxobutan-2-yl)-8-(4,4-dimethyl-cyclohex-1-en-1-yl)quinoline-3-carboxamide